O=C1C(SCCC1)C(=O)OCC Ethyl 3-oxothiane-2-carboxylate